1-phenyl-N-(3-pyridylmethyl)methanamine C1(=CC=CC=C1)CNCC=1C=NC=CC1